1-(4-fluorophenyl)-1-(2-{4-[6-(1-methyl-1H-pyrazol-4-yl)pyrazolo[1,5-a]pyridin-3-yl]piperazin-1-yl}pyrimidin-5-yl)ethanol FC1=CC=C(C=C1)C(C)(O)C=1C=NC(=NC1)N1CCN(CC1)C=1C=NN2C1C=CC(=C2)C=2C=NN(C2)C